2-(4-acetylphenyl)-7,7-dimethyl-1,3-dioxo-2,3,5,12b-tetrahydro-1H,7H-chromeno[4,3-c][1,2,4]triazolo[1,2-a]pyridazine-10-carbonitrile C(C)(=O)C1=CC=C(C=C1)N1C(N2N(CC=C3C2C=2C=CC(=CC2OC3(C)C)C#N)C1=O)=O